NCC1=CC=C(C=C1)C1(CC(=CC(=C1)N(CC)CC)N(CC)CC)N 1-(4-(aminomethyl)phenyl)-N3,N3,N5,N5-tetraethylbenzene-1,3,5-triamine